C(=CC1=CC=CC=C1)[Si](Cl)(C)C styryl-dimethyl-chlorosilane